6-((7-chloroisoquinolin-1-yl)amino)-N-(3,4-dimethoxybenzyl)nicotinamide ClC1=CC=C2C=CN=C(C2=C1)NC1=NC=C(C(=O)NCC2=CC(=C(C=C2)OC)OC)C=C1